2-Fluoropyridine-4-carboxaldehyde FC1=NC=CC(=C1)C=O